COC=1C=C(C=C(C1)OC)CCC1=CC(=NN1)NC(C1=CC=C(C=C1)N1C[C@H](N[C@H](C1)C)C)=O N-{5-[2-(3,5-dimethoxyphenyl)ethyl]-1H-pyrazol-3-yl}-4-[(3R,5S)-3,5-dimethylpiperazin-1-yl]benzamide